[Si](C)(C)(C(C)(C)C)OC[C@@H]1[C@H]([C@@H]([C@@H](O1)N1C(NC=CC1=O)=O)F)OC(C1=CC=CC=C1)(C1=CC=CC=C1)C1=CC=C(C=C1)OC [(2R,3S,4R,5R)-5-{[(tert-butyl-dimethylsilyl)oxy]methyl}-3-fluoro-4-[(4-methoxyphenyl)diphenylmethoxy]oxolan-2-yl]-3H-pyrimidine-2,4-dione